tri(2-picolyl)amine N1=C(C=CC=C1)CN(CC1=NC=CC=C1)CC1=NC=CC=C1